C(C)(C)=CC(C)=O isopropylideneacetone